E-1-phenylpropylene C1(=CC=CC=C1)\C=C\C